O=C1N(CCC(N1)=O)C1=NN(C2=CC(=CC=C12)[C@@H]1[C@@H](C[C@@H](CC1)NC(OC(C)(C)C)=O)O)C tert-butyl N-[(1R,3R,4R)-4-[3-(2,4-dioxohexahydropyrimidin-1-yl)-1-methyl-indazol-6-yl]-3-hydroxy-cyclohexyl]carbamate